C1(CC1)N1N=CC(=C1)NC1=NC=C(C(=N1)C1=CC(=C(OCC2(CC2)C#N)C=C1)F)F 1-((4-(2-((1-cyclopropyl-1H-pyrazol-4-yl)amino)-5-fluoropyrimidin-4-yl)-2-fluorophenoxy)methyl)cyclopropane-carbonitrile